Di-n-hexylphosphinic acid C(CCCCC)P(O)(=O)CCCCCC